3,5,6-trihydroxycyclohex-1-ene-1,3-dicarboxylic acid OC1(C=C(C(C(C1)O)O)C(=O)O)C(=O)O